2-(3,4-Dimethoxyphenyl)-3-methyl-5-(piperidin-4-yl)-1H-indole hydrochloride Cl.COC=1C=C(C=CC1OC)C=1NC2=CC=C(C=C2C1C)C1CCNCC1